BrC=1C=NC=C(C1C)OC1=CC(=C(C=C1)C)F 3-bromo-5-(3-fluoro-4-methyl-phenoxy)-4-methyl-pyridine